tetracyclobutyl-λ5-bismuthanyloxy(tetracyclobutyl)-λ5-bismuthane C1(CCC1)[Bi](O[Bi](C1CCC1)(C1CCC1)(C1CCC1)C1CCC1)(C1CCC1)(C1CCC1)C1CCC1